4-cyano-4-(2,4-difluorophenyl)piperidine-1-carboxylic acid tert-butyl ester C(C)(C)(C)OC(=O)N1CCC(CC1)(C1=C(C=C(C=C1)F)F)C#N